C(C=C)OC1=CC=CC=C1 2-(prop-2-en-1-yloxy)benzene